C1(=CC=CC=2OC3=CC=CC=C3NC12)C1=CC=C(C=C1)OB(O)O (4-(phenoxazinyl)phenyl)boric acid